2-((4-benzyl-2-(1-(pyridin-3-ylmethyl)-1H-pyrazol-3-yl)phenyl)amino)-N-methylethane-1-sulfonamide C(C1=CC=CC=C1)C1=CC(=C(C=C1)NCCS(=O)(=O)NC)C1=NN(C=C1)CC=1C=NC=CC1